5-(2-(2-cyanoacetamido)imidazo[1,2-b]pyridazin-6-yl)-2-methoxynicotinic acid C(#N)CC(=O)NC=1N=C2N(N=C(C=C2)C=2C=NC(=C(C(=O)O)C2)OC)C1